3-(1H-pyrazol-4-yl)-propylamine dihydrochloride Cl.Cl.N1N=CC(=C1)CCCN